(E)-4-(8-amino-3-(1-(4-(dimethylamino)but-2-enoyl)pyrrolidin-2-yl)imidazo[1,5-a]pyrazin-1-yl)-N-(pyridin-2-yl)benzamide NC=1C=2N(C=CN1)C(=NC2C2=CC=C(C(=O)NC1=NC=CC=C1)C=C2)C2N(CCC2)C(\C=C\CN(C)C)=O